Tert-butyl 7-(2-(4-(9-benzyl-6-(1-methylcyclopropoxy)-9H-purin-8-yl)-3-chlorophenoxy)ethyl)-4,7-diazaspiro[2.5]octane-4-carboxylate C(C1=CC=CC=C1)N1C2=NC=NC(=C2N=C1C1=C(C=C(OCCN2CCN(C3(CC3)C2)C(=O)OC(C)(C)C)C=C1)Cl)OC1(CC1)C